tert-Butyl 3-((methyl(2,2,2-trifluoro-1-(4-(trifluoromethyl)phenyl)ethyl)amino)methyl)azetidine-1-carboxylate CN(C(C(F)(F)F)C1=CC=C(C=C1)C(F)(F)F)CC1CN(C1)C(=O)OC(C)(C)C